4-amino-1-methylpyrrole-2-carboxylic acid NC=1C=C(N(C1)C)C(=O)O